ClC1=C(C(=C(C=C1OC)OC)Cl)C1=CC2=C(N=C(N=C2)SC)C(=N1)NCC1COCC1 6-(2,6-dichloro-3,5-dimethoxyphenyl)-2-(methylthio)-N-((tetrahydrofuran-3-yl)methyl)pyrido[3,4-d]pyrimidine-8-amine